di(methoxy)-5,5-dimethyl-2,2-biphenol COC1C(=C(C(=CC1(C)C)O)C=1C(=CC=CC1)O)OC